6-((2-(isoquinolin-8-yl)ethyl)amino)pyrimidin C1=NC=CC2=CC=CC(=C12)CCNC1=CC=NC=N1